2-(4-(allyloxy)styryl-4,6-dimethoxyphenyl)-1-(2-ethoxyethyl)-1H-imidazole C(C=C)OC1=CC=C(C=CC2=C(C(=CC(=C2)OC)OC)C=2N(C=CN2)CCOCC)C=C1